C[C@H](/C=C/[C@H](C1CC1)O)[C@H]2CC[C@@H]\3[C@@]2(CCC/C3=C\C=C/4\C[C@H](C[C@@H](C4=C)O)O)C (1s,5z,7z,17alpha,22e)-24-cyclopropyl-9,10-secochola-5,7,10,22-tetraene-1,3,24-triol